FC1=CC(=C(C=C1)NC(OC(C)(C)C)=O)NC tert-butyl (4-fluoro-2-(methylamino)phenyl)carbamate